1-(2-methoxycyclopropyl)ethan-1-one COC1C(C1)C(C)=O